4-(4-(3-(2,4-dioxocyclohexyl)-2-methyl-4-oxo-3,4-dihydro-quinazolin-5-yl)piperazin-1-yl)-3-fluorobenzonitrile O=C1C(CCC(C1)=O)N1C(=NC2=CC=CC(=C2C1=O)N1CCN(CC1)C1=C(C=C(C#N)C=C1)F)C